(R)-1-methyl-N-(1-methylcyclopropyl)-4-((2-methylthiazol-5-yl)methyl)-5-oxo-1,2,4,5-tetra-hydroimidazo[1,2-a]quinazoline-7-sulfonamide C[C@@H]1CN=C2N1C1=CC=C(C=C1C(N2CC2=CN=C(S2)C)=O)S(=O)(=O)NC2(CC2)C